[4-(3-hydroxy-2,2-dimethyl-propoxy)-6-(2-isopropylphenyl)pyrimidin-2-yl]-1-methyl-pyrazole-4-sulfonamide OCC(COC1=NC(=NC(=C1)C1=C(C=CC=C1)C(C)C)C1=NN(C=C1S(=O)(=O)N)C)(C)C